C(C=C)[C@H]1[C@@H](C1)OC(=O)NCC(CC(=O)[C@]1(NCC(C1CC)OC1=NC2=CC(=CC=C2N=C1C(CC=C)(F)F)OC)C(=O)[O-])(C)C (S)-2-(((((1R,2R)-2-allylcyclopropyloxy) carbonyl) amino)-3,3-dimethylbutyryl)-4-((3-(1,1-difluorobut-3-en-1-yl)-7-methoxyquinoxalin-2-yl) oxy)-3-ethylpyrrolidine-2-carboxylate